methyl 2-(4-(4-hydroxybutyl) phenyl)-2-methylpropionate OCCCCC1=CC=C(C=C1)C(C(=O)OC)(C)C